α-Methyltyrosin C[C@](N)(CC1=CC=C(C=C1)O)C(=O)O